Sodium sulfan S.[Na]